C(CCCC)C(CCCCCCCCCCCC)OCCO 2-[(1-n-pentyltridecyl)oxy]ethanol